N-[2-(6-chloro-2-pyridyl)-2-(1-methylpyrazol-4-yl)propyl]-5-(3-fluoro-4-pyridyl)isoxazole-3-carboxamide ClC1=CC=CC(=N1)C(CNC(=O)C1=NOC(=C1)C1=C(C=NC=C1)F)(C)C=1C=NN(C1)C